C(#N)/N=C(/NC1=CC=NC=C1)\NCC1=CN=C(S1)C(=O)N1CCC2=C(C=CC=C12)C1=C(C=CC=C1)C (E)-2-cyano-1-(pyridin-4-yl)-3-({2-[4-(o-methylphenyl)indoline-1-carbonyl]thiazol-5-yl}methyl)guanidine